8-[4-(pyrrolidine-1-carbonyl)phenyl]-3H-1-benzazepine-4-carboxamide N1(CCCC1)C(=O)C1=CC=C(C=C1)C1=CC2=C(C=C(CC=N2)C(=O)N)C=C1